N-(2-(4-((3-(1-(2,2-difluoroethyl)-3-(trifluoromethyl)-1H-pyrazol-4-yl)imidazo[1,2-a]pyrazin-8-yl)amino)-2-ethylbenzamido)ethyl)piperidine-4-carboxamide FC(CN1N=C(C(=C1)C1=CN=C2N1C=CN=C2NC2=CC(=C(C(=O)NCCNC(=O)C1CCNCC1)C=C2)CC)C(F)(F)F)F